[K].[SiH4] silane potassium salt